thiazol-4-carboxamide S1C=NC(=C1)C(=O)N